C1(CC1)C1=C(C(=NO1)C1=C(C=CC=C1Cl)Cl)CO[C@H]1[C@@H]2CN([C@H](C1)C2)C2=CC=C(C(=O)NCC=1N=NNN1)C=C2 4-[(1S,4S,5R)-5-[[5-cyclopropyl-3-(2,6-dichlorophenyl)-1,2-oxazol-4-yl]methoxy]-2-azabicyclo[2.2.1]heptan-2-yl]-N-(2H-1,2,3,4-tetrazol-5-ylmethyl)benzamide